γ-(2-hydroxyethyl)aminopropyltrimethoxysilane OCCNCCC[Si](OC)(OC)OC